tert-butyl 4-(2-hydroxy-2-methyl-propyl)piperazine-1-carboxylate OC(CN1CCN(CC1)C(=O)OC(C)(C)C)(C)C